CC1=C(C(=CC=C1)C)[SiH](COCCC)COCCC 2,6-dimethylphenyl-bis(propoxymethyl)silane